ClC=1C(=NC=CC1B(O)O)C (3-chloro-2-methyl-4-pyridinyl)boronic acid